COC(=O)C1CN(CC(C1)(F)F)C1=C2N=CC=NC2=C(C=C1)C#N 1-(8-cyano-quinoxalin-5-yl)-5,5-difluoro-piperidine-3-carboxylic acid methyl ester